C1(CC(CC(C1)N)N)N 1,3,5-cyclohexantriamine